FC1=CC=C(OC2=C[C@]3(C(CN(C3)CC(=O)C=3C=C4CCC(NC4=CC3)=O)=C2)O)C=C1 6-(2-((3aR,5R,6aS)-5-(4-fluorophenoxy)-3a-hydroxycyclopenta[c]pyrrol-2(1H)-yl)acetyl)-3,4-dihydroquinolin-2(1H)-one